(6-butyl-1H-benzo[d]imidazol-2-yl)carbamic acid butyl ester C(CCC)OC(NC1=NC2=C(N1)C=C(C=C2)CCCC)=O